(3S)-N-cyclopropyl-2-hydroxy-3-{[(1R,2S,5S)-3-(4-methoxy-1H-indole-2-carbonyl)-6,6-dimethyl-3-azabicyclo[3.1.0]hexan-2-yl]formamido}-4-[(3S)-2-oxopiperidin-3-yl]butanamide C1(CC1)NC(C([C@H](C[C@H]1C(NCCC1)=O)NC(=O)[C@@H]1[C@H]2C([C@H]2CN1C(=O)C=1NC2=CC=CC(=C2C1)OC)(C)C)O)=O